BrC1=CCC(CC1)O 4-bromocyclohex-3-en-1-ol